FC(C1=C(OC(=O)C2=CC=CC=C12)C1=CC=C(C=C1)C(C)(C)C)(F)F 4-trifluoromethyl-3-(4-tert-butylphenyl)-isocoumarin